OC1=C(C=CC2=CC=CC=C12)C(=O)O.C1(CC1)N1C=C(C(C2=CC(=C(C(=C12)F)C=1C=C2CCN(C2=CC1)CC=1C(=NC(=NC1)N)N)F)=O)C(=O)OCC Ethyl 1-cyclopropyl-7-(1-((2,4-diaminopyrimidin-5-yl)methyl)indolin-5-yl)-6,8-difluoro-4-oxo-1,4-dihydroquinoline-3-carboxylate 1-hydroxy-2-naphthoate